CCCC/C=C\\CCCCCCCC(=O)SCCNC(=O)CCNC(=O)[C@@H](C(C)(C)COP(=O)([O-])OP(=O)([O-])OC[C@@H]1[C@H]([C@H]([C@@H](O1)N2C=NC3=C(N=CN=C32)N)O)OP(=O)([O-])[O-])O The molecule is an acyl-CoA(4-) obtained by deprotonation of the phosphate and diphosphate OH groups of myristoleoyl-CoA; major species at pH 7.3. It derives from a myristoleic acid. It is a conjugate base of a (9Z)-myristoleoyl-CoA.